tert-Butyl 3-bromo-2-(bromomethyl)-1H-pyrrolo[2,3-b]pyridine-1-carboxylate BrC1=C(N(C2=NC=CC=C21)C(=O)OC(C)(C)C)CBr